N-[(4-methoxyphenyl)methyl]-N-[[4-methoxy-1-(2-trimethylsilylethoxymethyl)benzimidazol-2-yl]methyl]-2-morpholino-8-(2,2,2-trifluoroethyl)pyrazolo[1,5-a][1,3,5]triazin-4-amine COC1=CC=C(C=C1)CN(C1=NC(=NC=2N1N=CC2CC(F)(F)F)N2CCOCC2)CC2=NC1=C(N2COCC[Si](C)(C)C)C=CC=C1OC